(dimethylbiphenylyl)(diphenylfluorenyl)(spirobifluorenyl)amine CC1=C(C(=C(C=C1)C1=CC=CC=C1)N(C=1C2(C3=CC4=CC=CC=C4C3=CC1)C=CC=C1C3=CC=CC=C3C=C12)C1=C(C(=CC=2C3=CC=CC=C3CC12)C1=CC=CC=C1)C1=CC=CC=C1)C